2-(2-cyclobutylmorpholino)aniline C1(CCC1)C1OCCN(C1)C1=C(N)C=CC=C1